4-(2-((4-cyanophenyl)sulfonyl)propan-2-yl)-N-(1,2,3-thiadiazol-5-yl)piperidine-1-carboxamide C(#N)C1=CC=C(C=C1)S(=O)(=O)C(C)(C)C1CCN(CC1)C(=O)NC1=CN=NS1